6-oxo-2,7-diazaspiro[4.4]nonane-2-carboxylic acid tert-butyl ester C(C)(C)(C)OC(=O)N1CC2(CC1)C(NCC2)=O